ClC1=CC=C(C=C1)NC(=O)NCC1=CC=C(C=C1)OC1=CC=CC=C1 1-(4-chlorophenyl)-3-(4-phenoxybenzyl)urea